CC=1C=CC(=C(C(=O)N)C1)C1CC2C(C(NC2)C2=NC=C(C=C2)B2OC(C(O2)(C)C)(C)C)C1 5-methyl-2-(5-(4,4,5,5-tetramethyl-1,3,2-dioxaborolan-2-yl)pyridin-2-yl-octahydrocyclopenta[c]pyrrol-5-yl)benzamide